(R)-5-(2-oxo-2-((1,1,1-trifluoropropyl-2-yl)amino)acetyl)-2,3-dihydro-1H-pyrrolizine-7-carboxylic acid O=C(C(=O)C=1N2CCCC2=C(C1)C(=O)O)N=C(C(F)(F)F)C